((2S,5R)-2,5-dimethyl-4-(1-(quinoxalin-6-yl)ethyl)piperazin-1-yl)-4-methyl-2-(tetrahydro-2H-pyran-2-yl)-2,4-dihydro-5H-pyrazolo[4,3-d]pyrimidin-5-one C[C@@H]1N(C[C@H](N(C1)C(C)C=1C=C2N=CC=NC2=CC1)C)C=1N(N=C2C1N(C(N=C2)=O)C)C2OCCCC2